P(OC1=C(C=C(C=C1)C(C)(C)C)C(C)(C)C)([O-])[O-] [2,4-di-tert-butylphenyl] phosphite